9,10-Tricosadiene CCCCCCCCC=C=CCCCCCCCCCCCC